5-oxiran-2-ylpyridin-2(1H)-one O1C(C1)C=1C=CC(NC1)=O